1-bromo-2-fluoro-4-(trifluoromethyl)benzene 2,3-Di(dotriacontanoyloxy)propyl-dotriacontanoate C(CCCCCCCCCCCCCCCCCCCCCCCCCCCCCCC)(=O)OC(COC(CCCCCCCCCCCCCCCCCCCCCCCCCCCCCCC)=O)COC(CCCCCCCCCCCCCCCCCCCCCCCCCCCCCCC)=O.BrC1=C(C=C(C=C1)C(F)(F)F)F